CN(C1=C(C=CC(=N1)C1=CC=C(N=N1)N(C1C[C@H]2CC[C@@H](C1)N2C(=O)OC(C)(C)C)C)C=2C=NN(C2)C2OCCCC2)C tert-butyl (1R,3R,5S)-3-({6-[6-(dimethylamino)-5-[1-(oxan-2-yl)pyrazol-4-yl]pyridin-2-yl] pyridazin-3-yl}(methyl)amino)-8-azabicyclo[3.2.1]octane-8-carboxylate